C1(=CC=CC=C1)NC1=NC=NC2=CC=C(C=C12)NC(C=C)=O N-(4-Phenylamino-Quinazolin-6-Yl)-Acrylamide